3-(3-bromophenyl)-1-methyl-1H-1,2,4-triazole BrC=1C=C(C=CC1)C1=NN(C=N1)C